(3R)-2'-{6-amino-5-[(1R)-1-(1,2-thiazol-5-yl)ethoxy]pyridin-3-yl}-N-ethyl-5',6'-dihydrospiro[pyrrolidine-3,4'-pyrrolo[1,2-b]pyrazole]-1-carboxamide NC1=C(C=C(C=N1)C=1C=C2N(N1)CC[C@]21CN(CC1)C(=O)NCC)O[C@H](C)C1=CC=NS1